2-(3'-methoxyphenyl)phenol COC=1C=C(C=CC1)C1=C(C=CC=C1)O